[1-(3-bromo-5-methylphenyl)pyrazol-4-yl]methanol BrC=1C=C(C=C(C1)C)N1N=CC(=C1)CO